BrC1=CC=C(C=C1)N1N=C(N(C1=O)CC1=CC(=C(OC(C(=O)O)(C)C)C(=C1)C)C)C 2-(4-((1-(4-bromophenyl)-3-methyl-5-oxo-1,5-dihydro-4H-1,2,4-triazol-4-yl)methyl)-2,6-dimethylphenoxy)-2-methylpropanoic acid